ClC1=C(C=CC(=C1)C)S(=O)(=O)C1OC2(CC1=O)CCNCC2 ((2-chloro-4-methylphenyl)sulfonyl)-1-oxa-8-azaspiro[4.5]decan-3-one